3-(Di((Z)-octadeca-9-en-1-yl)amino)propan C(CCCCCCC\C=C/CCCCCCCC)N(CCC)CCCCCCCC\C=C/CCCCCCCC